diethyl-3,4-pyrroledicarboxylic acid C(C)C1=C(C(=C(N1)CC)C(=O)O)C(=O)O